2,4,6-triisopropylbenzophenone C(C)(C)C1=C(C(=O)C2=CC=CC=C2)C(=CC(=C1)C(C)C)C(C)C